C(C1=CC=CC=C1)OC1=NN(C=C1C(NC(=O)[C@@H]1[C@H]2C([C@H]2CN1C([C@H](C(C)(C)C)NC(C(F)(F)F)=O)=O)(C)C)C#N)C (1R,2S,5S)-N-[(3-benzyloxy-1-methyl-pyrazol-4-yl)-cyano-methyl]-3-[(2S)-3,3-dimethyl-2-[(2,2,2-trifluoroacetyl)amino]butanoyl]-6,6-dimethyl-3-azabicyclo[3.1.0]hexane-2-carboxamide